ClC=1C(=C(C=CC1)NC1=NC=NC2=CC=C(C(=C12)OC)NC(\C=C\CNC(C)C)=O)F (E)-N-(4-((3-chloro-2-fluorophenyl)amino)-5-methoxyquinazolin-6-yl)-4-(isopropylamino)but-2-enamide